7-[5-chloranyl-2-[2-[2-methyl-6-[methyl(4-pyridyl)amino]-4-oxidanylidene-5,6,7,8-tetrahydroquinazolin-3-yl]ethoxy]phenyl]-5-methyl-thieno[3,2-b]pyridine-3-carboxylic acid ClC=1C=CC(=C(C1)C1=C2C(=NC(=C1)C)C(=CS2)C(=O)O)OCCN2C(=NC=1CCC(CC1C2=O)N(C2=CC=NC=C2)C)C